1,2-dimethoxy-4-methyl-benzene COC1=C(C=C(C=C1)C)OC